N-(3-cyanophenyl)-1,2-dimethyl-5-[7-[(3R)-3-methyl-3,4-dihydro-1H-isoquinoline-2-carbonyl]-1,2,3,4-tetrahydroisoquinolin-6-yl]-N-phenyl-pyrrole-3-carboxamide C(#N)C=1C=C(C=CC1)N(C(=O)C1=C(N(C(=C1)C=1C=C2CCNCC2=CC1C(=O)N1CC2=CC=CC=C2C[C@H]1C)C)C)C1=CC=CC=C1